3-(4-methoxyquinazolin-6-yl)-N-(3-(4-methylpiperazin-1-yl)phenyl)-1H-pyrrolo[2,3-b]pyridin-6-amine COC1=NC=NC2=CC=C(C=C12)C1=CNC2=NC(=CC=C21)NC2=CC(=CC=C2)N2CCN(CC2)C